tert-butyl {2-[4-fluoro-2-(2,2,2-trifluoroethoxy)anilino]ethyl}carbamate FC1=CC(=C(NCCNC(OC(C)(C)C)=O)C=C1)OCC(F)(F)F